C(C1=CC=CC=C1)OC(=O)N1C[C@H]2C([C@H]2C1)C(=O)O (1R,5S,6s)-3-((benzyloxy)carbonyl)-3-azabicyclo[3.1.0]hexane-6-carboxylic acid